C(CC)S(=O)(=O)C1=CC=C(C=C1)CCO 2-(4-(propylsulfonyl)phenyl)ethanol